N-(2-((diaminomethylene)amino)ethyl)-4-(((3S,4R)-4-(4-fluoro-phenyl)piperidin-3-yl)-methoxy)benzamide NC(N)=NCCNC(C1=CC=C(C=C1)OC[C@@H]1CNCC[C@H]1C1=CC=C(C=C1)F)=O